N1=CC=CC=2CN(CCC12)C1=C(C(=CNN1CC=1C=NC=CC1)C)C 6-(7,8-dihydro-5H-1,6-naphthyridin-6-yl)-4,5-dimethyl-N-(3-pyridylmethyl)pyridazine